ClC1=NC=2N(C=C1)N=CC2C(=O)OC(C)(C)C Tert-butyl 5-chloropyrazolo[1,5-a]pyrimidine-3-carboxylate